2-(5-((3-(Cyclopropylmethyl)-2,4,5-trioxoimidazolidin-1-yl)methyl)-1,2,4-oxadiazol-3-yl)-N-(3-methoxypyridin-4-yl)acetamide C1(CC1)CN1C(N(C(C1=O)=O)CC1=NC(=NO1)CC(=O)NC1=C(C=NC=C1)OC)=O